C(C)(C)N(C(OC(C)(C)C)=O)CCC(NNC(C1=C(C=CC=C1)NC1=CC=C(C=C1)C(F)(F)F)=O)=O Tert-Butyl Isopropyl(3-oxo-3-(2-(2-((4-(trifluoromethyl)phenyl)amino)benzoyl)hydrazinyl)propyl)carbamate